[Os](Cl)Cl.C1(=CC=C(C=C1)C)C(C)C.C1(=CC=C(C=C1)C)C(C)C bis(4-cymene) osmium (II) dichloride